Cl.CC1=C(C(=O)OC)C(=CC(=N1)N[C@H]1CNCC1)C methyl (R)-2,4-dimethyl-6-(pyrrolidin-3-ylamino)nicotinate hydrochloride